6-(isopropyl(methyl)amino)-4-((methylamino)methyl)-2-(6-(4a,5,5a,6-tetrahydrocyclopropa[4,5]pyrrolo[2,1-c][1,2,4]triazol-3-yl)pyridin-2-yl)-2,3-dihydro-1H-pyrrolo[3,4-c]pyridin-1-one C(C)(C)N(C1=CC2=C(C(=N1)CNC)CN(C2=O)C2=NC(=CC=C2)C=2N1C(=NN2)CC2C1C2)C